methyl 4-bromo-3-(bromomethyl)-2-nitrobenzoate BrC1=C(C(=C(C(=O)OC)C=C1)[N+](=O)[O-])CBr